N=1N(N=CC1)CC(=O)C=1C=CC(=C(C1)N1C(=NC2=C(C1=O)C=CC=N2)CN2CC(CC2)CC(=O)NC2=CC=C(C=C2)Cl)OC(C)C 2-(1-((3-(5-(2-(2H-1,2,3-Triazol-2-yl)acetyl)-2-isopropoxyphenyl)-4-oxo-3,4-dihydropyrido[2,3-d]pyrimidin-2-yl)methyl)pyrrolidin-3-yl)-N-(4-chlorophenyl)acetamide